1,4-diamino-2,5-dichloro-benzene NC1=C(C=C(C(=C1)Cl)N)Cl